NC1=NC=NN2C1=C(C=C2C=2C(=CC(=C(C(=O)N[C@@H]1CN(C[C@@H]1F)C(C1=C(C=CC(=C1)F)F)=O)C2)C)F)C(F)(F)F 5-[4-amino-5-(trifluoromethyl)pyrrolo[2,1-f][1,2,4]triazin-7-yl]-N-[(3R,4S)-1-(2,5-difluorobenzoyl)-4-fluoropyrrolidin-3-yl]-4-fluoro-2-methylbenzamide